ClC=1C=C(C=CC1)C(CCCCCOB([O-])[O-])(C1=CC(=CC=C1)Cl)C1=CC(=CC=C1)Cl.C(C1=CC=CC=C1)[N+](C)(C)CCCCCCCCCCCCCCCC.C(C1=CC=CC=C1)[N+](C)(C)CCCCCCCCCCCCCCCC N-benzyl-N,N-dimethylhexadecylammonium tris(3-chlorophenyl)hexyl-borate